(3S,4R)-4-[4-[4-[2-(5-fluoro-2-pyridinyl)-2-hydroxy-ethoxy]-3-(trifluoromethyl)pyrazolo[1,5-a]pyridin-6-yl]-5-methyl-triazol-1-yl]piperidin-3-ol, dihydrochloride Cl.Cl.FC=1C=CC(=NC1)C(COC=1C=2N(C=C(C1)C=1N=NN(C1C)[C@H]1[C@H](CNCC1)O)N=CC2C(F)(F)F)O